FC1([C@@H](O[C@@H]([C@H]1O)CO)N1C(N=C(C=C1)NC(=O)C=1C=NN(C1)C)=O)F N-(1-((2R,4R,5R)-3,3-difluoro-4-hydroxy-5-(hydroxymethyl)tetrahydrofuran-2-yl)-2-oxo-1,2-dihydropyrimidin-4-yl)-1-methyl-1H-pyrazole-4-carboxamide